tetrahydro-2H-1,2-thiazine 1,1-dioxide S1(NCCCC1)(=O)=O